{cis}-N-({S}-1-(6-(4-fluoro-1H-pyrazol-1-yl)pyridin-3-yl)ethyl)-1-methoxy-4-{4-methyl-6-(5-methyl-1H-pyrazol-3-ylamino)pyrimidin-2-yl}cyclohexanecarboxamide FC=1C=NN(C1)C1=CC=C(C=N1)[C@H](C)NC(=O)C1(CCC(CC1)C1=NC(=CC(=N1)C)NC1=NNC(=C1)C)OC